CC1=C(C=CC=C1C1=NN=C(O1)C1=CC=C(CNCCO)C=C1)C1=CC=CC=C1 2-((4-(5-(2-methyl-[1,1'-biphenyl]-3-yl)-1,3,4-oxadiazol-2-yl)benzyl)amino)ethanol